N-{[(1r,4r)-4-(6-chloro-2H-indazol-2-yl)cyclohexyl]methyl}-2,5-difluoro-4-hydroxybenzamide, trifluoroacetate salt FC(C(=O)O)(F)F.ClC=1C=CC2=CN(N=C2C1)C1CCC(CC1)CNC(C1=C(C=C(C(=C1)F)O)F)=O